CC1=C(CNC(=O)C2=NOC(=N2)C2(CC2)C)C=CC(=C1)C=1C=2N(C=C(N1)N1CCOCC1)N=CC2 N-(2-methyl-4-(6-morpholinopyrazolo[1,5-a]pyrazin-4-yl)benzyl)-5-(1-methylcyclopropyl)-1,2,4-oxadiazole-3-carboxamide